3-(2-chloro-4-hydroxyphenyl)-3-hydroxyazetidine-1-carboxylic acid tert-butyl ester C(C)(C)(C)OC(=O)N1CC(C1)(O)C1=C(C=C(C=C1)O)Cl